5-chloro-(benzothiazol) ClC=1C=CC2=C(N=CS2)C1